(1S,2S)-N-(6-(5-chloro-6-fluoro-7-((methylthio)methyl)-1H-indazol-4-yl)imidazo[1,2-a]pyridin-2-yl)-2-fluorocyclopropane-1-carboxamide ClC=1C(=C2C=NNC2=C(C1F)CSC)C=1C=CC=2N(C1)C=C(N2)NC(=O)[C@H]2[C@H](C2)F